FC1=C(C=CC=C1F)CN1C(CCC1=O)CC(=O)NCCC1=CNC2=CC=C(C=C12)OC 2-[1-[(2,3-difluorophenyl)methyl]-5-oxopyrrolidin-2-yl]-N-[2-(5-methoxy-1H-indol-3-yl)ethyl]acetamide